t-butoxyoxystyrene C(C)(C)(C)OOC=CC1=CC=CC=C1